N-methyl-1,3-dihydroxy-2-propylamine CNC(CO)CO